C(C)(C)(C)NS(=O)(=O)C1=C(C=CC=C1)B(O)O (2-(N-(tert-butyl)sulfamoyl)phenyl)boronic acid